ClC=1C=C(C=CC1)[C@@H]1N(OCC1)C1=CC(=NC=N1)NC=1C(=CC(=C(C1)NC(C=C)=O)N1CCC(CC1)N1CCOCC1)OC N-(5-((6-((R)-3-(3-chlorophenyl)isoxazolidine-2-yl)pyrimidine-4-yl)amino)-4-methoxy-2-(4-morpholinopiperidine-1-yl)phenyl)acrylamide